OC1=CC=C2CN(C(C2=C1)=O)CCNC1=NC=CC2=CC=C(C=C12)C1=NOC(=N1)C 6-hydroxy-2-(2-{[7-(5-methyl-1,2,4-oxadiazol-3-yl)isoquinolin-1-yl]amino}ethyl)-2,3-dihydro-1H-isoindol-1-one